COC=1N(C(C=CC1)=O)C methoxy-1-methyl-6-oxopyridin